CC1=C(C=NO1)C(=O)NC1=CC=CC=2NC(=NC21)C2=CC(=CC(=C2)C(F)(F)F)N2C=NC(=C2)C 5-methyl-N-(2-(3-(4-methyl-1H-imidazol-1-yl)-5-(trifluoromethyl)phenyl)-1H-benz[d]imidazol-4-yl)isoxazole-4-carboxamide